NC=1C2=C(N=CN1)N(C(=C2C=2C=NC1=CC=CC=C1C2)C#C)C21CCC(CC2)(C1)NC(=O)C1=NOC(=N1)C N-(4-(4-Amino-6-ethynyl-5-(quinolin-3-yl)-7H-pyrrolo[2,3-d]pyrimidin-7-yl)-bicyclo-[2.2.1]heptan-1-yl)-5-methyl-1,2,4-oxadiazole-3-carboxamide